(3,5-difluorophenyl)difluoroacetic acid FC=1C=C(C=C(C1)F)C(C(=O)O)(F)F